CC=CC=CCC 2,4-Heptadien